N-((S)-2-cyano-1-(4-(ethylsulfonyl)phenyl)ethyl)-4-((2S,4S)-4-(4-cyanophenoxy)-2-((difluoromethoxy)methyl)pyrrolidin-1-yl)benzamide C(#N)C[C@@H](C1=CC=C(C=C1)S(=O)(=O)CC)NC(C1=CC=C(C=C1)N1[C@@H](C[C@@H](C1)OC1=CC=C(C=C1)C#N)COC(F)F)=O